2-Heptene CC=CCCCC